3-chloro-2-[2-(2-hydroxyethoxy)ethoxy]-5-[1-methyl-1-[4-[(2-methylsulfanylpyrimidin-4-yl)methoxy]phenyl]ethyl]benzonitrile ClC=1C(=C(C#N)C=C(C1)C(C)(C1=CC=C(C=C1)OCC1=NC(=NC=C1)SC)C)OCCOCCO